FC1=CC=C(C=C1)N(N)C(=O)C1=NC=CC=C1 N'-(4-fluorophenyl)-2-pyridineformylhydrazine